5-chloro-N-[(1R)-1-(2,4-dichlorophenyl)ethyl]-2-[(3R)-3-methylpiperazin-1-yl]pyrimidin-4-amine ClC=1C(=NC(=NC1)N1C[C@H](NCC1)C)N[C@H](C)C1=C(C=C(C=C1)Cl)Cl